(8-cyclopropyl-7-(2,4-dimethoxybenzyl)-5,6,7,8-tetrahydro-[1,2,4]triazolo[4,3-a]pyrazin-3-yl)-3-methyl-1,2,4-thiadiazole C1(CC1)C1C=2N(CCN1CC1=C(C=C(C=C1)OC)OC)C(=NN2)C2=NC(=NS2)C